ClC=1C=2C(N=C3N(C2C=CC1)C1=CC(=CC=C1C31CCCCC1)N1CCC(CC1)=O)=O 4'-chloro-10'-(4-oxopiperidin-1-yl)-5'H-spiro[cyclohexane-1,7'-indolo[1,2-a]quinazolin]-5'-one